2-(tert-butyl) 3-ethyl (1S,3S,5S)-5-(azidomethyl)-2-azabicyclo[3.1.0]hexane-2,3-dicarboxylate N(=[N+]=[N-])C[C@@]12C[C@H](N([C@H]2C1)C(=O)OC(C)(C)C)C(=O)OCC